3-(methylsulfonyl)phenol CS(=O)(=O)C=1C=C(C=CC1)O